ClC=1C(=NC(=CC1C(C)O)N1C=NC2=C1C=CC(=C2)NC=2N=NC(=CC2)C)N2N=C(C=C2C)C#N 1-[3-chloro-4-(1-hydroxyethyl)-6-[5-[(6-methylpyridazin-3-yl)amino]benzimidazol-1-yl]-2-pyridyl]-5-methyl-pyrazole-3-carbonitrile